8-Cyclopentyl-N-(3-fluoro-5-(pyridin-3-ylamino)benzyl)-7H-purine-6-carboxamide C1(CCCC1)C1=NC2=NC=NC(=C2N1)C(=O)NCC1=CC(=CC(=C1)NC=1C=NC=CC1)F